CN(CC(=O)O)CCCCC N-methyl-pentyl-glycine